5-(4,4,5,5-tetramethyl-1,3,2-dioxaborolan-2-yl)-1H-benzimidazol-2-amine CC1(OB(OC1(C)C)C1=CC2=C(NC(=N2)N)C=C1)C